N-(4-bromo-3-phenoxyphenyl)-N-(phenyl-3,4,5-d3)aniline-2,3,4,5-d4 BrC1=C(C=C(C=C1)N(C1=C(C(=C(C(=C1)[2H])[2H])[2H])[2H])C1=CC(=C(C(=C1)[2H])[2H])[2H])OC1=CC=CC=C1